2-phenyl-4-(4-phenylphenyl)-6-[2-(4,4,5,5-tetramethyl-1,3,2-dioxaborolan-2-yl)phenyl]-1,3,5-triazine C1(=CC=CC=C1)C1=NC(=NC(=N1)C1=CC=C(C=C1)C1=CC=CC=C1)C1=C(C=CC=C1)B1OC(C(O1)(C)C)(C)C